Trimethoxysilylchlorid CO[Si](OC)(OC)Cl